C(C1=CC=CC=C1)OC1=C(N2C(C3=C(C=CC=C13)OC1=CC=CC=C1)=NC=N2)C(=O)OC methyl 6-(benzyloxy)-10-phenoxy-[1,2,4]triazolo[5,1-a]isoquinoline-5-carboxylate